ClC1=CC(=C(C=C1)NC(=O)N[C@H]1C(N(CC1)C1=C(C(=C(C=C1)N1C[C@@H](CC1)N(C)C)F)F)=O)F 1-(4-chloro-2-fluorophenyl)-3-((R)-1-(4-((R)-3-(dimethylamino)pyrrolidin-1-yl)-2,3-difluorophenyl)-2-oxopyrrolidin-3-yl)urea